1-octyl 21-(2-pentylheptyl) 11-(2-(diethylamino)ethyl)-6,16-dioctyl-7,15-dioxo-8,14-dioxa-6,11,16-triazahenicosanedioate C(C)N(CCN(CCOC(N(CCCCC(=O)OCCCCCCCC)CCCCCCCC)=O)CCOC(N(CCCCC(=O)OCC(CCCCC)CCCCC)CCCCCCCC)=O)CC